ClC=1C=C2C(=CC1Cl)NC([C@]21CN(CC1)C(=O)C1CCNCC1)=O (S)-5,6-dichloro-1'-(piperidine-4-carbonyl)spiro[indoline-3,3'-pyrrolidin]-2-one